2,N2,N7,N7-tetraphenylbenzo[b]benzo[4,3-d]thiophene-2,7-diamine C1(=CC=CC=C1)C1(CC=2C3=C(SC2C=C1)C=C(C=C3)N(C3=CC=CC=C3)C3=CC=CC=C3)NC3=CC=CC=C3